C(=O)O.CN1N=NC2=C1C=CC(=C2C)C(CC(=O)O)C2=CC(=C(C=C2)C)CN2CC(OC1=C(C2)C=CC=C1)C(C)C 3-(1,4-dimethyl-1H-benzo[d][1,2,3]triazol-5-yl)-3-(3-((2-isopropyl-2,3-dihydrobenzo[f][1,4]oxazepin-4(5H)-yl)methyl)-4-methylphenyl)propanoic acid, formic acid salt